FC=1C=C(CNCC)C=CC1 N-(3-fluorobenzyl)ethylamine